methyl-trifluoromethyl-aniline CN(C1=CC=CC=C1)C(F)(F)F